C(#N)COC1=C(C(=C(C=C1)C1=CN=C(N1C)C(=O)NC1=CC(=C(C=C1)C(NCCNC(=O)[C@@H]1NC[C@](C1)(C)O)=O)C)F)F 5-[4-(Cyanomethoxy)-2,3-difluorophenyl]-N-[4-[2-[[(2R,4R)-4-hydroxy-4-methylpyrrolidin-2-carbonyl]amino]ethylcarbamoyl]-3-methylphenyl]-1-methylimidazol-2-carboxamid